(2S)-2-[4-chloro-2-(1H-pyrazol-1-yl)phenoxy]propionic acid ClC1=CC(=C(O[C@H](C(=O)O)C)C=C1)N1N=CC=C1